C(C1=CC=CC=C1)(=O)C1=CC=C(OC(=O)OCCCCOC(C(=C)C)=O)C=C1 4-(((4-Benzoylphenoxy)carbonyl)oxy)butylmethacrylat